[Fe].[Zn].[Se].OC1=CC=C(C=C1)C1COC2=CC(=CC=C2C1C1=CC(=C(C=C1)OC)C)O 3-(4-hydroxyphenyl)-4-(4-methoxy-3-methylphenyl)chroman-7-ol selenium-zinc-iron